CNC1=NC(=NC=C1C(F)(F)F)NC1=C(C=C2C=NNC2=C1)C=C N4-methyl-5-(trifluoromethyl)-N2-(5-vinyl-1H-indazol-6-yl)pyrimidine-2,4-diamine